6-Chloro-N-(2-methoxyethyl)-N-methylpyrazin-2-amine ClC1=CN=CC(=N1)N(C)CCOC